BrC1=CC=C(C=C1)C=1N(C=CN1)COCC[Si](C)(C)C 2-(4-bromophenyl)-1-((2-(trimethylsilyl)ethoxy)methyl)-1H-imidazole